4-(5-(1-(10H-phenothiazin-2-yl)vinyl)pyridin-2-yl)morpholine C1=C(C=CC=2SC3=CC=CC=C3NC12)C(=C)C=1C=CC(=NC1)N1CCOCC1